C(C(=C)C)(=O)NC(CS(=O)(=O)O)(C)O 2-methacrylamido-2-hydroxypropanesulfonic acid